3-(12-(ethylamino)-12-oxododecanamido)propanoic acid C(C)NC(CCCCCCCCCCC(=O)NCCC(=O)O)=O